4-(3-(4-Bromophenyl)-5-(quinoxalin-6-yl)-4,5-dihydro-1H-pyrazol-1-yl)-4-oxobutanoic acid BrC1=CC=C(C=C1)C1=NN(C(C1)C=1C=C2N=CC=NC2=CC1)C(CCC(=O)O)=O